ClC1=CC=C(C=C1)C(C(F)(F)F)C1=NN(C(C(=C1S(=O)(=O)NCC)C)=O)C (1-(4-chlorophenyl)-2,2,2-trifluoroethyl)-N-ethyl-1,5-dimethyl-6-oxo-1,6-dihydropyridazine-4-sulfonamide